2-amino-4-(1-(azetidin-3-yl)-8-chloro-6-fluoro-1H-[1,2,3]triazolo[4,5-c]quinolin-7-yl)-7-fluorobenzo[b]thiophene-3-carbonitrile NC1=C(C2=C(S1)C(=CC=C2C=2C(=CC=1C3=C(C=NC1C2F)N=NN3C3CNC3)Cl)F)C#N